6-(4-carboxyphenyl)-2-oxoindoline C(=O)(O)C1=CC=C(C=C1)C1=CC=C2CC(NC2=C1)=O